N[C@@H]1[C@@H](CCCC1)O cis-2-aminocyclohexane-1-ol